4-Methyl-2-[[4-[[[4-(methylsulfonyl)phenyl]methyl]amino]-6-[[3-(4-morpholinyl)propyl]amino]-2-pyrimidinyl]amino]-5-thiazolecarboxylic acid ethyl ester C(C)OC(=O)C1=C(N=C(S1)NC1=NC(=CC(=N1)NCC1=CC=C(C=C1)S(=O)(=O)C)NCCCN1CCOCC1)C